tert-butyl 2-methyl-2-(4-nitrophenyl)propanoate CC(C(=O)OC(C)(C)C)(C)C1=CC=C(C=C1)[N+](=O)[O-]